5-(Cyclopentyloxy)-N-((3R,4S)-3-methyl-1-(methylsulfonyl)piperidin-4-yl)-6-(1H-pyrazol-4-yl)-[1,2,4]triazolo[1,5-a]pyrazin-2-amine C1(CCCC1)OC1=C(N=CC=2N1N=C(N2)N[C@@H]2[C@@H](CN(CC2)S(=O)(=O)C)C)C=2C=NNC2